CC1=CC=CC(=N1)C1=NNC=C1C1=NC2=CC=CN=C2C=C1 2-[3-[6-methylpyridin-2-yl]-1H-pyrazole-4-yl]-1,5-naphthyridine